BrC1=CN=C(N=N1)N(C1C[C@]2(CC[C@@](C1)(N2)C)C)C (1R,3S,5S)-N-(6-bromo-1,2,4-triazin-3-yl)-N,1,5-trimethyl-8-azabicyclo[3.2.1]octan-3-amine